C(C)[C@@H]1CNS(C2=C(O1)C=CN=C2)(=O)=O (R)-4-Ethyl-3,4-dihydro-2H-pyrido[4,3-b][1,4,5]Oxathiazepine 1,1-dioxide